ClC1=C(C(=O)N[C@@H]2CN(C[C@@H]2F)C(=O)C2=NC=CC(=C2)Cl)C=CC=C1 2-chloro-N-[(3R,4S)-1-(4-chloropyridine-2-carbonyl)-4-fluoropyrrolidin-3-yl]benzamide